N-[(3R)-7-[(3aS,6aS)-octahydropyrrolo[2,3-c]pyrrol-1-yl]-5-fluoro-3,4-dihydro-2H-1-benzopyran-3-yl]-3-amino-4,6-dimethylthieno[2,3-b]pyridine-2-carboxamide N1(CC[C@@H]2[C@H]1CNC2)C2=CC1=C(C[C@H](CO1)NC(=O)C1=C(C=3C(=NC(=CC3C)C)S1)N)C(=C2)F